FC12CC(C1)(C2)S(=O)(=O)C2=NC=CC=C2 2-[(3-fluoro-1-bicyclo[1.1.1]pentanyl)sulfonyl]pyridine